2-(piperidine-4-carbonyl)-1,6-naphthyridin-7-amine N1CCC(CC1)C(=O)C1=NC2=CC(=NC=C2C=C1)N